FC1=CC=C(OC=2C=C(C=CC2)N2C(C3=CC=C(C=C3C2)NC2=CC(=NC=C2)C)=O)C=C1 2-(3-(4-fluorophenoxy)phenyl)-5-(2-methylpyridin-4-ylamino)isoindolin-1-one